methyl 8-bromo-2-methyl-3-oxo-3,4-dihydroquinoxalin-6-carboxylate BrC=1C=C(C=C2NC(C(=NC12)C)=O)C(=O)OC